3-bromo-1-methyl-4-piperidone hydrobromide Br.BrC1CN(CCC1=O)C